1-Methyl-2-oxo-4-{6-[4-(trifluoromethoxy)phenyl]-2,6-diazaspiro[3.4]oct-2-yl}-1,2-dihydro-quinoline-3-carbonitrile CN1C(C(=C(C2=CC=CC=C12)N1CC2(C1)CN(CC2)C2=CC=C(C=C2)OC(F)(F)F)C#N)=O